C1(CC1)OC1=C(C=NC=C1F)CNC(=O)C=1C=NC(=C(C1)F)OC(F)F N-{[4-(cyclopropyloxy)-5-fluoropyridin-3-yl]methyl}-6-(difluoromethoxy)-5-fluoropyridine-3-carboxamide